COC(CN(S(=O)(=O)C(F)(F)F)CC1COC(C2=CC=CC=C12)(C)C)OC N-(2,2-Dimethoxyethyl)-N-((1,1-dimethylisochroman-4-yl)methyl)-1,1,1-trifluoromethanesulfonamide